C(C)(=O)NC1[C@H]2CCN(CC[C@@H]12)CC1=CC(=NC(=C1)C1=CC(=CC(=C1)Cl)Cl)OC=1C=NC(=NC1)N1CCN(CC1)CCC(=O)O 3-(4-(5-((4-(((1R,7S,8r)-8-acetamido-4-azabicyclo[5.1.0]octan-4-yl)methyl)-6-(3,5-dichlorophenyl)pyridin-2-yl)oxy)pyrimidin-2-yl)piperazin-1-yl)propanoic acid